3-(5-(difluoromethyl)-1,3,4-thiadiazol-2-yl)-N-(1-(fluoromethyl)cyclopropyl)-8-(2-oxa-7-azaspiro[3.5]nonan-7-yl)imidazo[1,5-a]pyridine-6-sulfonamide FC(C1=NN=C(S1)C1=NC=C2N1C=C(C=C2N2CCC1(COC1)CC2)S(=O)(=O)NC2(CC2)CF)F